O=S1(C[C@@H](CC1)NC(=O)C=1C=CC2=C(C=3N(CCO2)C=NC3)C1)=O (R)-N-(1,1-Dioxidotetrahydrothiophen-3-yl)-5,6-dihydrobenzo[f]imidazo[1,5-d][1,4]oxazepine-10-carboxamide